tert-Butyl 8-(isoquinolin-3-yl)-3,8-diazabicyclo[3.2.1]octane-3-carboxylate C1=NC(=CC2=CC=CC=C12)N1C2CN(CC1CC2)C(=O)OC(C)(C)C